CN1C(=O)C=C(N(C1=O)CC2=CC=CC=C2C#N)N3CCC[C@H](C3)N.C1=CC=C(C=C1)C(=O)O The molecule is a benzoate salt obtained by combining equimolar amounts of alogliptin and benzoic acid. Used for treatment of type 2 diabetes. It has a role as an EC 3.4.14.5 (dipeptidyl-peptidase IV) inhibitor and a hypoglycemic agent. It contains an alogliptin(1+).